(R)-6-(hydroxymethyl)-2-(1H-pyrazol-4-yl)-4,5,7,8-tetrahydro-3-oxa-1-thia-5a,8-diazabenzo[cd]azulen-9(6H)-one OC[C@@H]1N2C=3C(=C(SC3C(NC1)=O)C=1C=NNC1)OCC2